CC1(CC(CCC1)CNC1=NN(C(=C1)C1=CC(=C(C=C1)C#N)F)C1=CC=C(C=C1)OC)C(=O)OCCCCCO[Si](C1=CC=CC=C1)(C1=CC=CC=C1)C(C)(C)C 5-((tert-butyldiphenylsilyl)oxy)pentan-1-ol Methyl-3-(((5-(4-cyano-3-fluorophenyl)-1-(4-methoxyphenyl)-1H-pyrazol-3-yl)amino)methyl)cyclohexane-1-carboxylate